allyloxydimethoxysilane C(C=C)O[SiH](OC)OC